ethyl 5-(4-(dimethylamino) benzoyl)-7,7-dimethyl-4,5,6,7-tetrahydrothieno[3,2-c]pyridine-2-carboxylate CN(C1=CC=C(C(=O)N2CC3=C(C(C2)(C)C)SC(=C3)C(=O)OCC)C=C1)C